(S)-1-((2,6-Dichlorobenzyl)carbamoyl)pyrrolidine-2-carboxylic acid ClC1=C(CNC(=O)N2[C@@H](CCC2)C(=O)O)C(=CC=C1)Cl